6,6'-(2,2'-dichloro-[1,1'-biphenyl]-3,3'-diyl)bis(2-methyl-3-(((S)-5-oxopyrrolidin-2-yl)methyl)pyrrolo[2,1-f][1,2,4]triazin-4(3H)-one) ClC1=C(C=CC=C1C=1C=C2C(N(C(=NN2C1)C)C[C@H]1NC(CC1)=O)=O)C1=C(C(=CC=C1)C=1C=C2C(N(C(=NN2C1)C)C[C@H]1NC(CC1)=O)=O)Cl